(R)-N-((5-chloro-6-(thiazol-4-ylmethoxy)-1H-indol-2-yl)methyl)-2-fluoropropanamide ClC=1C=C2C=C(NC2=CC1OCC=1N=CSC1)CNC([C@@H](C)F)=O